6-(((S)-1-(2-Fluoro-5-(((S)-tetrahydrofuran-3-yl)oxy)phenyl)ethyl)amino)-3-isopropyl-1,3,5-triazine FC1=C(C=C(C=C1)O[C@@H]1COCC1)[C@H](C)NC=1N=CN(CN1)C(C)C